5-[[2-[(2S,5S)-2-(3-chloro-5-fluoro-phenyl)-5-methyl-1-piperidyl]-2-oxo-acetyl]amino]pyridine-3-carboxamide ClC=1C=C(C=C(C1)F)[C@H]1N(C[C@H](CC1)C)C(C(=O)NC=1C=C(C=NC1)C(=O)N)=O